(2S,4R)-N-[2-(4-cyano-2-methyl-phenyl)ethyl]-1-[(2S)-2-(4-cyclopropyltriazol-1-yl)-3,3-dimethyl-butanoyl]-4-hydroxy-pyrrolidine-2-carboxamide C(#N)C1=CC(=C(C=C1)CCNC(=O)[C@H]1N(C[C@@H](C1)O)C([C@H](C(C)(C)C)N1N=NC(=C1)C1CC1)=O)C